FC=1N=CN(C1)CC1=C(C=C(C=C1)[C@H]1[C@@H](C1)C(=O)O)C (1R,2R)-2-(4-((4-fluoro-1H-imidazol-1-yl)methyl)-3-methylphenyl)cyclopropane-1-carboxylic acid